COC(=O)C1(CCC1)NC(CC(=O)OC)=O (3-methoxy-3-oxopropanamido)cyclobutane-1-carboxylic acid methyl ester